P(O)(=O)(OP(=O)(O)OP(=O)(O)O)OC[C@@H]1[C@H]([C@H]([C@@H](O1)N1C(=O)N=C(N)C(=C1)CO)O)O 5-hydroxymethylcytidine-5'-triphosphate